5-(4-((5-fluoroindolin-2-one-3-yl)methyl)phenyl)-1H-1,2,4-triazole-3,5-diamine FC=1C=C2C(C(NC2=CC1)=O)CC1=CC=C(C=C1)C1(N=C(NN1)N)N